BrC=1C(=C(C=C(C1OC)F)Cl)Cl 3-Bromo-1,2-dichloro-5-fluoro-4-methoxybenzene